2-amino-3,5-divinyl-benzenenitrile NC1=C(C=C(C=C1C=C)C=C)C#N